C(C)N1N=C(C=C1NC(CC(C)C)=O)C1=CC=CC=C1 N-(1-ethyl-3-phenyl-1H-pyrazol-5-yl)-3-methylbutanamide